FC(C1=CC=C(C=C1)C1(CC1)C#N)(F)F 1-(4-(trifluoromethyl)phenyl)cyclopropane-1-carbonitrile